CN1CC(C1)OCCOCCOCC1C(C1)C1CCC1 3-(2-((2-(2-((1-methylazetidin-3-yl)oxy)ethoxy)ethoxy)methyl)cyclopropyl)cyclobutan